FC1(CCC(CC1)N1N=C(C=CC1=O)C=1C=NN(C1)C1=C(C=C(C=C1)NS(=O)(=O)CCO)N1CCC2(CC2)CC1)F N-(4-(4-(1-(4,4-difluorocyclohexyl)-6-oxo-1,6-dihydropyridazin-3-yl)-1H-pyrazol-1-yl)-3-(6-Azaspiro[2.5]octane-6-yl)phenyl)-2-hydroxyethane-1-sulfonamide